6,7-dimethoxy-2-carboxy-quinoline COC=1C=C2C=CC(=NC2=CC1OC)C(=O)O